ClC=1C=C2C3=C(NC2=CC1)C(=NCC3)CC(CO)C 3-(6-chloro-4,9-dihydro-3H-pyrido[3,4-b]indol-1-yl)-2-methylpropan-1-ol